N-(5-(3-(9H-purin-6-yl)pyridin-2-ylamino)-2-fluorophenyl)-4-methyl-3-(trifluoromethyl)benzamide N1=CN=C2NC=NC2=C1C=1C(=NC=CC1)NC=1C=CC(=C(C1)NC(C1=CC(=C(C=C1)C)C(F)(F)F)=O)F